FC=1C=C(C=CC1)C=1C=CC(=NC1)C(=O)NC1=CC=C(C=C1)OC1=CC(=NC=C1)C(NC)=O 5-(3-Fluorophenyl)-N-(4-(2-(methylcarbamoyl)pyridin-4-yloxy)phenyl)picolinamide